[Si](C1=CC=CC=C1)(C1=CC=CC=C1)(C(C)(C)C)OCCN1CCOC2=NC(=CC=3N=C(N=C1C23)SC)Cl 10-(2-((tert-butyldiphenylsilyl)oxy)ethyl)-5-chloro-2-(methylthio)-9,10-dihydro-8H-7-oxa-1,3,6,10-tetraazacyclohepta[de]naphthalene